thia-10,15,20,24-tetrazatetracyclo[17.3.1.112,15.02,7]-tetracosa-1(23),2(7),3,5,12(24),13,19,21-octaen-9-one S1=2C=3C=CC=CC3CC(NCC=3C=CN(CCCC(=NC=C1)C2)N3)=O